Cl.C1(=CC=CC=C1)CN 1-phenylmethanamine hydrochloride